3-methoxy-4-(5-(trifluoromethyl)-1,2,4-oxadiazol-3-yl)benzamide COC=1C=C(C(=O)N)C=CC1C1=NOC(=N1)C(F)(F)F